2-(((1R)-1-(2-(4,4-difluoro-3-(hydroxymethyl)piperidin-1-yl)-3,7-dimethyl-4-oxo-4H-pyrido[1,2-a]pyrimidin-9-yl)ethyl)amino)benzoic acid FC1(C(CN(CC1)C=1N=C2N(C(C1C)=O)C=C(C=C2[C@@H](C)NC2=C(C(=O)O)C=CC=C2)C)CO)F